3-(4H-1,2,4-triazol-3-yl)benzonitrile N=1N=C(NC1)C=1C=C(C#N)C=CC1